The molecule is a tricarboxylic acid monoanion. It is a conjugate base of an isocitric acid. It is a conjugate acid of an isocitrate(2-). [H+].[H+].C(C(C(C(=O)[O-])O)C(=O)[O-])C(=O)[O-]